C1(=CC=CC2=CC=CC=C12)C1=CC=C(C=C1)N(C=1C=C(C(=CC1)C1=CC=CC=C1)C1=CC=CC=C1)C1=CC=C(C=C1)C1=CC(=CC(=C1)C1=CC=CC=C1)C1=CC=CC=C1 (4-naphthalen-1-yl-phenyl)-(5'-phenyl-[1,1':3',1'']-terphenyl-4-yl)-[1,1':2',1'']terphenyl-4'-yl-amine